CC=1C=C(C=C(C1CC=1C=C2C3(C(NC2=CC1)=O)CC3)C)N3N=C(C(NC3=O)=O)C#N 2-(3,5-dimethyl-4-((2'-oxospiro[cyclopropane-1,3'-indolin]-5'-yl)methyl)phenyl)-3,5-dioxo-2,3,4,5-tetrahydro-1,2,4-triazine-6-carbonitrile